FC1=CC=C(C=C1)C1(OCCO1)CC(CC=1OC(=NN1)C)=O 1-[2-(4-fluorophenyl)-1,3-dioxolan-2-yl]-3-(5-methyl-1,3,4-oxadiazol-2-yl)propan-2-one